S1C(=NC2=C1C=CC=C2)\C(\CC(=O)O)=C\C=2C(=NN(C2)C)C=2SC(=CC2)Cl (E)-3-(benzo[d]thiazol-2-yl)-4-(3-(5-chlorothiophen-2-yl)-1-methyl-1H-pyrazol-4-yl)but-3-enoic acid